C1(CC1)OC1=NC=CC=C1NC1=NC=2N(C(=C1)NC)N=CC2C(=O)NC2CC(CC2)O 5-((2-cyclopropoxypyridin-3-yl)amino)-N-(3-hydroxycyclopentyl)-7-(methylamino)pyrazolo[1,5-a]pyrimidine-3-carboxamide